FC1=C(C#N)C=C(C=C1)C1NC2=CC=C3C(=C2C2C4CCC(C12)C4)C(=NN3)C 2-Fluoro-5-(1-methyl-6,7,7a,8,9,10,11,11a-octahydro-3H-8,11-methanopyrazolo[4,3-a]phenanthridin-7-yl)benzonitrile